C1NC(CC12COCCC2)C2=CC=C(C#N)C=C2 4-(7-oxa-2-azaspiro[4.5]decan-3-yl)benzonitrile